FC1(C(C=2C(=CN(C2CC1)S(=O)(=O)C1=CC=CC=C1)C(F)(F)F)O)F 5,5-difluoro-1-(phenylsulfonyl)-3-(trifluoromethyl)-4,5,6,7-tetrahydro-1H-indol-4-ol